2,4-methano-proline N1C2(CC(C1)C2)C(=O)O